CC1(CC1)NC(O[C@H]1C[C@H](CC1)C1=CC(=NN1)NC(CC1=NC(=CC=C1F)C)=O)=O (1R,3S)-3-(3-{[(3-fluoro-6-methylpyridin-2-yl)-acetyl]amino}-1H-pyrazol-5-yl)cyclopentyl (1-meth-ylcyclopropyl)carbamate